tert-butyl (2-amino-5-chloro-3-fluorobenzyl)carbamate NC1=C(CNC(OC(C)(C)C)=O)C=C(C=C1F)Cl